CN1CC(N(CC1)C(=O)C1=C(C=C(C=C1)NC(=O)C1CC1)N1CC2(COC2)C1)C1=CC=CC=C1 N-[4-(4-methyl-2-phenylpiperazine-1-carbonyl)-3-(2-oxa-6-azaspiro[3.3]heptan-6-yl)phenyl]cyclopropanecarboxamide